N[C@H]1[C@H](CN(CC1)C(=O)OC(C)(C)C)C(=O)OCC 1-(tert-butyl) 3-ethyl (3S,4R)-4-aminopiperidine-1,3-dicarboxylate